(R)-2-(2-cyclopropyl-7-isopropyl-4-oxopyrazolo[1,5-d][1,2,4]triazin-5(4H)-yl)-N-(piperidin-3-yl)acetamide C1(CC1)C1=NN2C(=NN(C(C2=C1)=O)CC(=O)N[C@H]1CNCCC1)C(C)C